3,5-dihydrodibenzo[b,e]siline C1=CCC=C2[SiH2]C3=C(C=C21)C=CC=C3